4-[4-[(1-benzyl-4-pyridyl)oxy]cyclohexoxy]pyridine C(C1=CC=CC=C1)N1CC=C(C=C1)OC1CCC(CC1)OC1=CC=NC=C1